ClC1=CC(=NC=C1)C(=O)NCC1CCCCC1 4-Chloro-N-cyclohexylmethylpyridine-2-carboxamide